ClC1(C(C1C1=CC(=C(C=C1)F)Cl)C(=O)NC1=CC(=C(C=C1)Cl)CNC(C(F)(F)F)=O)Cl 2,2-dichloro-3-(3-chloro-4-fluorophenyl)-N-[4-chloro-3-[[(2,2,2-trifluoroacetyl)amino]methyl]phenyl]Cyclopropanecarboxamide